C(=O)(OC(C)(C)C)C1N(CCC1)O Boc-pyrrolidinol